1-(3-chloropropyl)-2H-benzotriazol ClCCCN1NNC2=C1C=CC=C2